CCCCC[C@H]1[C@H](O1)C[C@@H](/C=C/C=C\\C/C=C\\CCCC(=O)[O-])OO The molecule is a polyunsaturated fatty acid anion that is the conjugate base of (12S)-hydroperoxy-(14R,15S)-EET, obtained by deprotonation of the carboxy group; major species at pH 7.3. It is a conjugate base of a (12S)-hydroperoxy-(14R,15S)-epoxy-(5Z,8Z,10E)-icosatrienoic acid.